3-chloro-5-[(1,1-dimethylethyl)sulfonyl]pyridine rac-ethyl-N-{4-chloro-5-[(3-cyclopropyl-1,2,4-oxadiazol-5-yl)carbonyl]-1,3-thiazol-2-yl}-N-(4-fluorophenyl)alaninate C(C)OC([C@@H](N(C1=CC=C(C=C1)F)C=1SC(=C(N1)Cl)C(=O)C1=NC(=NO1)C1CC1)C)=O.ClC=1C=NC=C(C1)S(=O)(=O)C(C)(C)C |r|